COC(C(CC(C(=O)C1=CC=C(C=C1)Cl)C1=CC(=CC=C1)Cl)C)=O 4-(3-Chlorophenyl)-5-(4-chlorophenyl)-2-methyl-5-oxopentanoic acid methyl ester